3-(Triethoxysilyl)propionitrile C(C)O[Si](CCC#N)(OCC)OCC